2,4-furandicarboxylate O1C(=CC(=C1)C(=O)[O-])C(=O)[O-]